1,3-bis(2-(3-maleimidophenyl)propyl)benzene C1(C=CC(N1C=1C=C(C=CC1)C(CC1=CC(=CC=C1)CC(C)C1=CC(=CC=C1)N1C(C=CC1=O)=O)C)=O)=O